C(C)(C)(C)OC(=O)N1CC2=CC=C(C=C2CC1)C(=O)O 2-(tert-butyloxycarbonyl)-1,2,3,4-tetrahydroisoquinoline-6-carboxylic acid